C(C=C)C=1C2=CC=CC=C2C=C2C(=C(C(=C(C12)Cl)Cl)Cl)Cl 9-allyl-1,2,3,4-tetrachloroanthracene